(R)-N-(6-(4-(2,2-difluoroethyl)piperazin-1-yl)-2-(hydroxymethyl)-2-methyl-2,3-dihydrobenzofuran-5-yl)-6-(methylamino)pyrazolo[1,5-a]pyrimidine-3-carboxamide FC(CN1CCN(CC1)C1=CC2=C(C[C@](O2)(C)CO)C=C1NC(=O)C=1C=NN2C1N=CC(=C2)NC)F